C(CCC)N1CCN(CCN(CC1)CCCC)CCCC 1,4,7-tributyl-1,4,7-triazacyclononane